(E)-3-(5-(((1-(3-Cyano-4-(4-cyano-3-fluorophenyl)-5-(3-hydroxy-4-methoxyphenyl)pyridin-2-yl)piperidin-4-yl)amino)methyl)pyridin-2-yl)-N-hydroxy-2-methylacrylamide formate C(=O)O.C(#N)C=1C(=NC=C(C1C1=CC(=C(C=C1)C#N)F)C1=CC(=C(C=C1)OC)O)N1CCC(CC1)NCC=1C=CC(=NC1)/C=C(/C(=O)NO)\C